FC(C1=NNC2=NC(=NC=C21)CC2CCC1(CN(C1)C(=O)N1C[C@@H]3[C@@H](OCC(N3)=O)CC1)CC2)(F)F (4aR,8aS)-6-[7-[[3-(trifluoromethyl)-1H-pyrazolo[3,4-d]pyrimidin-6-yl]methyl]-2-azaspiro[3.5]nonane-2-carbonyl]-4,4a,5,7,8,8a-hexahydropyrido[4,3-b][1,4]oxazin-3-one